2-(6,7-dihydro-5H-pyrrolo[1,2-c]imidazol-1-yl)-2-(2-(4-(1-methylpiperidin-4-yl)phenyl)-7-oxothieno[2,3-c]pyridin-6(7H)-yl)acetic acid C1(=C2N(C=N1)CCC2)C(C(=O)O)N2C(C1=C(C=C2)C=C(S1)C1=CC=C(C=C1)C1CCN(CC1)C)=O